C1(CC1)C1=CC=C(C=C1)C1=NC2=C(N1)C=C(C=C2C)C2CCN(CC2)C2CCN(CC2)CC(C)C 2-(4-cyclopropylphenyl)-6-(1'-isobutyl-[1,4'-bipiperidin]-4-yl)-4-methyl-1H-benzo[d]imidazole